BrC1=CC(=CC=2N(C(=NC21)C#N)S(=O)(=O)N(C)C)C(F)(F)F bromo-2-cyano-N,N-dimethyl-6-trifluoromethyl-benzimidazole-1-sulfonamide